(E)-6-((5,8-difluoro-1-oxo-3,4-dihydronaphthalen-2(1H)-ylidene)methyl)-3-fluoropicolinonitrile FC1=C2CC/C(/C(C2=C(C=C1)F)=O)=C\C1=CC=C(C(=N1)C#N)F